(R/S)-4'-(1-aminoethyl)-1'-methylspiro[cyclopropane-1,3'-indolin]-2'-one hydrochloride Cl.N[C@H](C)C1=C2C3(C(N(C2=CC=C1)C)=O)CC3 |r|